FC1=CC(=C(C=C1F)C=1C=CC=2N(C1)C=C(N2)NC(=O)C2C(C2)F)CO N-(6-(4,5-difluoro-2-(hydroxymethyl)phenyl)imidazo[1,2-a]pyridin-2-yl)-2-fluorocyclopropane-1-carboxamide